BrC1(C(C1)C=1C(=C2C3(CN(CC2=CC1)CC1=CC=C(C=C1)OC)CC3)F)F 6'-(2-bromo-2-fluorocyclopropyl)-5'-fluoro-2'-(4-methoxybenzyl)-2',3'-dihydro-1'H-spiro[cyclopropane-1,4'-isoquinoline]